7-(pyridin-4-yl)isoquinolin-1-amine N1=CC=C(C=C1)C1=CC=C2C=CN=C(C2=C1)N